tert-butyl methyl(1-(2,2,2-trifluoroethyl)piperidin-4-yl)carbamate CN(C(OC(C)(C)C)=O)C1CCN(CC1)CC(F)(F)F